C1(CC1)CC1=NOC(=N1)C12CCC(CC1)(CC2)CN(C(=O)C2CCOCC2)C2=CC(=CC=C2)C2=NC(=NO2)CC2CC2 N-((4-(3-(cyclopropylmethyl)-1,2,4-oxadiazol-5-yl)bicyclo[2.2.2]octan-1-yl)methyl)-N-(3-(3-(cyclopropylmethyl)-1,2,4-oxadiazol-5-yl)phenyl)tetrahydro-2H-pyran-4-carboxamide